C(C)OC=1C=C(C=CC1OCC)NCC 3,4-diethoxyphenyl-ethyl-amine